5,10,15,20-tetraphenyl-21h,23h-porphin manganese [Mn].C1(=CC=CC=C1)C=1C2=CC=C(N2)C(=C2C=CC(C(=C3C=CC(=C(C=4C=CC1N4)C4=CC=CC=C4)N3)C3=CC=CC=C3)=N2)C2=CC=CC=C2